C12C(=C(C(CC1)C2)C(=O)O)C(=O)O bicyclo[2.2.1]hept-2-ene-2,3-dicarboxylic acid